CN1CC2=CC(=CC=C2CC1)C=1C=C2C(=NC1)NC=C2C2=CC=C(C=C2)S(=O)(=O)C 2-methyl-7-(3-(4-(S-methylsulfonyl)phenyl)-1H-pyrrolo[2,3-b]pyridin-5-yl)-1,2,3,4-tetrahydroisoquinoline